N,N'-dinitroso-N,N'-dimethylphthalamide N(=O)N(C(C=1C(C(=O)N(C)N=O)=CC=CC1)=O)C